C(C)C(CCCCC)C 1-ethyl-1-methylhexane